Boc-3,4-dichloro-D-phenylalanine C(=O)(OC(C)(C)C)N[C@H](CC1=CC(=C(C=C1)Cl)Cl)C(=O)O